N-(2-chloro-6-fluorophenyl)-1-methyl-9-(1,2,3,6-tetrahydropyridin-4-yl)-6,7-dihydro-5H-benzo[c][1,2,3]triazolo[1,5-a]azepin-7-amine 2,2,2-trifluoroacetate FC(C(=O)O)(F)F.ClC1=C(C(=CC=C1)F)NC1C2=C(C=3N(CC1)N=NC3C)C=CC(=C2)C=2CCNCC2